6-(3,5-difluorobenzyl)-2-methyl-5-oxo-5,6-dihydro-1,6-naphthyridine-3-carboxylic acid FC=1C=C(CN2C(C=3C=C(C(=NC3C=C2)C)C(=O)O)=O)C=C(C1)F